N1C=C(C2=CC=CC=C12)C[C@H](C(=O)O)NC(CC1N(C(CC1)=O)CC1=CC=C(C=C1)C)=O (2R)-3-(1H-indol-3-yl)-2-[[2-[1-[(4-methylphenyl)methyl]-5-oxopyrrolidin-2-yl]acetyl]amino]propionic acid